triisobutyl orthoacetate C(C)(OCC(C)C)(OCC(C)C)OCC(C)C